ClC1=CC2=C(N(C(N=C2N2[C@@H]3CN(C[C@H]2CCC3)C(C=C)=O)=O)C=3C(=NC=CC3C)C(C)C)N=C1C1=C(C=CC=C1)F (M)-6-Chloro-7-(2-fluorophenyl)-1-(2-isopropyl-4-methyl-3-pyridyl)-4-[(1S,5R)-3-prop-2-enoyl-3,9-diazabicyclo[3.3.1]nonan-9-yl]pyrido[2,3-d]pyrimidin-2-one